C1(CC1)OC=1C(=NC=C(C1)F)C=1C(=NN(C1)[C@@H]1C[C@H](C1)CN)C1CC1 (trans-3-(4-(3-cyclopropoxy-5-fluoropyridin-2-yl)-3-cyclopropyl-1H-pyrazol-1-yl)cyclobutyl)methylamine